ClC(C=O)CCCC 2-CHLORO-HEXANAL